FC(\C=C\C(F)(F)F)(F)F E-1,1,1,4,4,4-hexafluorobut-2-ene